FC(OC1=CC=C(C=C1)C=1N=C(NC1)C=1C=C(C=CC1)NC(OCCOC)=O)(F)F 2-Methoxyethyl (3-{4-[4-(trifluoromethoxy)phenyl]-1H-imidazol-2-yl}phenyl)carbamate